C1(=CC=CC=C1)C(C1=CC=CC=C1)OC(CCCCCCCCCCCC)=O tridecanoic acid 1,1-diphenylmethyl ester